benzyl-2-fluoro-5-(methylsulfamoyl)benzamide C(C1=CC=CC=C1)C=1C(=C(C(=O)N)C=C(C1)S(NC)(=O)=O)F